trifluoromethyl-sulfinate sodium [Na+].FC(F)(F)S(=O)[O-]